pentadecyl-boric acid C(CCCCCCCCCCCCCC)OB(O)O